C1(CC1)C([C@@H](C(=O)NC=1C(=NN(C1)C(COC)C=1C(=NC=C(C1)F)OC)F)NC(OCC1=CC=CC=C1)=O)C1CC1 benzyl N-[(1S)-1-(dicyclopropylmethyl)-2-[[3-fluoro-1-[1-(5-fluoro-2-methoxy-3-pyridyl)-2-methoxy-ethyl]pyrazol-4-yl]amino]-2-oxo-ethyl]carbamate